C(C)(C)(C)OC(=O)N1CCC2(CC[C@H](C2=O)F)CC1 |r| rac-2-fluoro-1-oxo-8-azaspiro[4.5]decane-8-carboxylic acid tert-butyl ester